3-formyl-4-methyl-N-(3-(trifluoromethoxy)phenyl)benzamide decenate C(C=CCCCCCCC)(=O)O.C(=O)C=1C=C(C(=O)NC2=CC(=CC=C2)OC(F)(F)F)C=CC1C